ClC1=C(C=C(C=C1)C#CCOC1CCNCC1)N1C(NC(CC1)=O)=O 4-((3-(4-chloro-3-(2,4-dioxotetrahydropyrimidin-1(2H)-yl)phenyl)prop-2-yn-1-yl)oxy)piperidine